OC(C)(C)C=1C=C(C(=O)O)C=CN1 2-(2-hydroxypropan-2-yl)isonicotinic acid